2-(chloromethyl)thiophene ClCC=1SC=CC1